CC1=C(C(=CC(=C1)C)C)C 1,2,3,5-tetramethyl-benzene